FC1=CC=C(OCC2N(C3CC(C2C)C3)C(=O)C3=NC(=CC=C3N3N=CC(=N3)C)C)C=C1 3-[(4-fluorophenoxy)methyl]-4-methyl-2-[6-methyl-3-(4-methyl-2H-1,2,3-triazol-2-yl)pyridine-2-carbonyl]-2-azabicyclo[3.1.1]heptane